(2-pivaloyl-hydrazine-1-carbonyl)bicyclo[2.2.2]octane-1-carboxylic acid methyl ester COC(=O)C12C(CC(CC1)CC2)C(=O)NNC(C(C)(C)C)=O